3-methyl-1-(8-methyl-[1,2,4]triazolo[1,5-a]pyridin-6-yl)butan-1-one CC(CC(=O)C=1C=C(C=2N(C1)N=CN2)C)C